FC1=C(C=CC(=C1)F)C=1CCCC2=C(C1C1=C(C=C(C=C1)CC1CN(C1)CCCF)F)C=CC=C2 8-(2,4-Difluorophenyl)-9-(2-fluoro-4-((1-(3-fluoropropyl)azetidin-3-yl)methyl)phenyl)-6,7-dihydro-5H-benzo[7]annulen